1-(2-(4-((2-(2,6-dioxopiperidin-3-yl)-1,3-dioxoisoindolin-4-yl)amino)butanamido)ethyl)-N-(2-(((S)-2-methylpyrrolidin-1-yl)methyl)-1H-benzo[d]imidazol-5-yl)-1H-indazole-5-carboxamide O=C1NC(CCC1N1C(C2=CC=CC(=C2C1=O)NCCCC(=O)NCCN1N=CC2=CC(=CC=C12)C(=O)NC1=CC2=C(NC(=N2)CN2[C@H](CCC2)C)C=C1)=O)=O